(5-Cyclobutyl-1-methyl-4-oxo-4,5-dihydro-1H-pyrrolo[3,2-c]pyridin-3-yl)carbamic acid tert-butyl ester C(C)(C)(C)OC(NC1=CN(C2=C1C(N(C=C2)C2CCC2)=O)C)=O